COC1=CC=C(CN2C3C(CCC2)CSSC3)C=C1 (4-methoxybenzyl)-octahydro-[1,2]dithiino[4,5-b]pyridine